BrC1=CC=CC(=N1)C(=O)NC1=C(C=C(C=C1)NC1=NC(=NC=C1SC)N1CCNCC1)OC 6-bromo-N-(2-methoxy-4-((5-(methylthio)-2-(piperazin-1-yl)pyrimidin-4-yl)amino)phenyl)picolinamide